10-(4-formylphenyl)-10H-phenothiazine-3,7-dicarboxaldehyde C(=O)C1=CC=C(C=C1)N1C2=CC=C(C=C2SC=2C=C(C=CC12)C=O)C=O